C1(=CC=CC=C1)[Si](C=1C=C(C=CC1)N1C2=C(C(=C(C(=C2C=2C(=C(C(=C(C12)[2H])[2H])[2H])[2H])[2H])[2H])[2H])[2H])(C1=CC=CC=C1)C1=CC=CC=C1 9-[3-(triphenylsilyl)phenyl]-9H-carbazole-1,2,3,4,5,6,7,8-d8